NC=CC[C@@]1(C[C@H](O)[C@@H](CO)O1)N1C(=O)N=C(N)C=C1 aminoallyl-deoxycytidine